5-(4-(4-(azepan-1-yl)phenyl)thiazol-2-yl)-3-fluoro-2-hydroxybenzaldehyde N1(CCCCCC1)C1=CC=C(C=C1)C=1N=C(SC1)C=1C=C(C(=C(C=O)C1)O)F